tert-butyl (5-((2R,3S)-3-((N,N-dimethylsulfamoyl)(4-methoxybenzyl)-amino)-2-(((4-(3-hydroxyphenyl)cyclohexyl)oxy)methyl)pyrrolidin-1-yl)-5-oxopentyl)carbamate CN(S(=O)(=O)N([C@@H]1[C@@H](N(CC1)C(CCCCNC(OC(C)(C)C)=O)=O)COC1CCC(CC1)C1=CC(=CC=C1)O)CC1=CC=C(C=C1)OC)C